Bis(2-aminoethyl)diethyl-tin NCC[Sn](CC)(CC)CCN